ClC1=C(C=C(C=C1OC)OC)C=1C=C(C(N(C1C1=C(C=C(C=C1F)F)F)C)=O)C#N 5-(2-chloro-3,5-dimethoxyphenyl)-1,2-dihydro-1-methyl-2-oxo-6-(2,4,6-trifluorophenyl)-3-pyridinecarbonitrile